CN1C=CC=C1 (R)-1-methylpyrrole